N1C=C(C2=CC=CN=C12)C(C(=O)[O-])=O.[K+] Potassium (7-azaindol-3-yl)-oxoacetate